1,1,4-tris-(dihydroxyphenyl)butane OC=1C(=C(C=CC1)C(CCCC1=C(C(=CC=C1)O)O)C1=C(C(=CC=C1)O)O)O